(S)-5-chloro-1-((1,3-dioxoisoindolin-2-yl)methyl)-7-fluoro-8-hydroxy-3,4-dihydroisoquinoline-2(1H)-carboxylic acid tert-butyl ester C(C)(C)(C)OC(=O)N1[C@@H](C2=C(C(=CC(=C2CC1)Cl)F)O)CN1C(C2=CC=CC=C2C1=O)=O